C(C\C=C\C)C1=C(C=CC=C1)O (E)-2-(pent-3-en-1-yl)phenol